tert-butyl 1-(((3-fluoropyridin-2-yl) oxy) methyl)-7-azabicyclo[2.2.1]heptane-7-carboxylate FC=1C(=NC=CC1)OCC12CCC(CC1)N2C(=O)OC(C)(C)C